Cl[Si](C)(C)C[Si](C)(C)Cl chloro-[(chloro-dimethyl-silyl)methyl]-dimethyl-silane